2-methoxymethyl-2-oxazoline COCC=1OCCN1